6-(quinolin-7-yl)-5-(2-(3,3,3-trifluoro-2,2-dimethylpropyl)oxazol-5-yl)picolinonitrile N1=CC=CC2=CC=C(C=C12)C1=C(C=CC(=N1)C#N)C1=CN=C(O1)CC(C(F)(F)F)(C)C